CC1CCC2C(C3C(C(CC12C3)=O)C)(C)C 3,6,8,8-tetramethylhexahydro-1H-3a,7-methanoazulen-5(4H)-one